BrCCN1CCN(CC1)C(=O)OC(C)(C)C tertbutyl 4-(2-bromoethyl)piperazine-1-carboxylate